Methyl-2,4-Dimethylhexanoate COC(C(CC(CC)C)C)=O